COC1=CC=CC=2N=C(OC(C21)=O)C 5-methoxy-2-methyl-4H-benzo[d][1,3]oxazine-4-one